1-[4-[10-(1,1'-biphenyl-4-yl)anthracen-9-yl]phenyl]-2-ethyl-1H-benzimidazole C1(=CC=C(C=C1)C1=C2C=CC=CC2=C(C2=CC=CC=C12)C1=CC=C(C=C1)N1C(=NC2=C1C=CC=C2)CC)C2=CC=CC=C2